(Ra)-3-amino-6-bromo-2',3'-dichloro-2-fluoro-[1,1'-biphenyl]-4-carboxylic acid NC=1C(=C(C(=CC1C(=O)O)Br)C1=C(C(=CC=C1)Cl)Cl)F